CS(=O)(=O)O.N[C@H]1CCC=2C=3C1=C1C(=NC3C=C3C2OCO3)C3=CC2=C(C(N3C1)=O)COC([C@]2(O)CC)=O (1S,10S)-1-Amino-10-ethyl-10-hydroxy-1,2,3,10,13,16-hexahydro-11H,14H-benzo[de][1,3]dioxolo[4,5-g]pyrano[3',4':6,7]indolizino[1,2-b]quinoline-11,14-dione methanesulfonate